CC1=C(C=C(C=C1)NC(C1=CC=C(C=C1)CN1CCN(CC1)C)=O)NC=1SC=C(N1)C=1C=NC=CC1 N-(4-methyl-3-((4-(pyridin-3-yl)thiazol-2-yl)amino)phenyl)-4-((4-methylpiperazin-1-yl)methyl)benzamide